NC1=CC(=C2C(N(CCCCC[C@@](C3=NN=C(C1=N2)O3)(C(F)(F)F)O)CC3=NC=C(N=C3)C)=O)C(F)(F)F (6R)-17-amino-6-hydroxy-12-[(5-methylpyrazin-2-yl)methyl]-6,15-bis(trifluoromethyl)-19-oxa-3,4,12,18-tetrazatricyclo[12.3.1.12,5]nonadeca-1(18),2,4,14,16-pentaen-13-one